7-(3-fluorobenzyl)-4-((1-(1-(3-fluorobenzyl)-1H-benzo[d]imidazol-2-yl)piperidin-4-yl)oxy)-7H-pyrrolo[2,3-d]pyrimidine FC=1C=C(CN2C=CC3=C2N=CN=C3OC3CCN(CC3)C3=NC2=C(N3CC3=CC(=CC=C3)F)C=CC=C2)C=CC1